(3S,4R)-4-((5-Chloro-4-(7'-fluoro-2'-methylspiro[cyclohexane-1,3'-indol]-5'-yl)pyrimidine-2-yl)amino)tetrahydro-2H-pyran-3-ol ClC=1C(=NC(=NC1)N[C@H]1[C@@H](COCC1)O)C=1C=C2C3(C(=NC2=C(C1)F)C)CCCCC3